methyl (2s,3r)-2-((t-butoxycarbonyl) amino)-3-hydroxy-3-phenylpropionate C(C)(C)(C)OC(=O)N[C@H](C(=O)OC)[C@@H](C1=CC=CC=C1)O